1-butyl-3-(3-propanesulfonyl)imidazole chloride [Cl-].C(CCC)N1CN(C=C1)S(=O)(=O)CCC